(7-methyl-4,5,6,7-tetrahydrobenzo[d]thiazol-2-yl)methanol CC1CCCC=2N=C(SC21)CO